C(C)(C)(C)C=1N=NN(C1)CC1=CC=C(C=C1)C=1OC(=NN1)C(F)F 2-(4-((4-(tert-butyl)-1H-1,2,3-triazol-1-yl)methyl)phenyl)-5-(difluoromethyl)-1,3,4-oxadiazole